C(C)(C)(C)OC(=O)N1CCC2(CC1)CC1=CC=CC(=C1C2)C#N 4-cyano-1,3-dihydrospiro[indene-2,4'-piperidine]-1'-carboxylic acid tert-butyl ester